CC1(CCC=2C1=NC1=C(C2NC(=O)N=S(=O)(N)C2=C(N=C(S2)C(C)(C)O)COC)CCC1)C N'-((3,3-dimethyl-1,2,3,5,6,7-hexahydrodicyclopenta[b,e]pyridin-8-yl)carbamoyl)-2-(2-hydroxypropan-2-yl)-4-(methoxymethyl)thiazole-5-sulfonimidamide